3-((8-methoxy-2-(1-methyl-1H-pyrazol-4-yl)-2,3-dihydrobenzo[b][1,4]dioxin-6-yl)methyl)-6-(3-methoxyazetidin-1-yl)-3H-imidazo[4,5-b]pyridine COC1=CC(=CC2=C1OC(CO2)C=2C=NN(C2)C)CN2C=NC=1C2=NC=C(C1)N1CC(C1)OC